C(CCCC)(=O)N1CC2=CC=C(C=C2C1C1=CC=CC=C1)C1=C(C(=O)O)C=CC=C1 2-(2-Pentanoyl-3-phenylisoindolin-5-yl)benzoic acid